[NH4+].[NH4+].S(=O)(=O)(O)C(C(=O)OCCCCCCCCCCCC)CC(=O)[O-].C(CCCCCCCCCCC)OC(C(CC(=O)[O-])S(=O)(=O)O)=O dodecyl sulfosuccinate diammonium